ClC1=C(OC2CCN(CC2)C(CNC(=O)C=2N=NN(C2)C=2C=NC=CC2)=O)C=CC=C1 1-Pyridin-3-yl-1H-[1,2,3]triazole-4-carboxylic acid {2-[4-(2-chloro-phenoxy)-piperidin-1-yl]-2-oxo-ethyl}-amide